O1[C@@H](CCC1)CN (S)-tetrahydrofuranmethylamine